N-METHYL-4-PYRIDINEBORONIC ACID IODIDE CN1CC=C(C=C1)B(I)I